C(#C)[C@@]1([C@H](O)[C@H](O)[C@@H](CO)O1)N1C(=O)N=C(N)C=C1 α-Ethynylcytidine